C(C)(C)N([SiH2]N)C(C)C N,N-diisopropylsilanediamine